C(C=C)NC(\C=C\CC[C@@H](C(=O)NC=1C(N(C=CC1)CC(=O)NC12CC(C1)C2)=O)NC(=O)C2=NC1=CC=NC=C1C=C2)=O (S,E)-N1-Allyl-N7-(1-(2-(bicyclo[1.1.1]pentan-1-ylamino)-2-oxoethyl)-2-oxo-1,2-dihydropyridin-3-yl)-6-(1,6-naphthyridin-2-carboxamido)hept-2-endiamid